5-(2,5-difluorophenyl)-N-((S)-4-methyl-5-oxo-5,6,7,8-tetrahydro-4H-pyrazolo[1,5-a][1,3]diazepin-6-yl)-5,6,7,8-tetrahydro-[1,2,4]triazolo[1,5-a]pyridine-2-carboxamide FC1=C(C=C(C=C1)F)C1CCCC=2N1N=C(N2)C(=O)N[C@@H]2C(N(C=1N(CC2)N=CC1)C)=O